Methyl 8-cyano-7-fluorochromane-5-carboxylate C(#N)C1=C(C=C(C=2CCCOC12)C(=O)OC)F